N[C@@H](CNC1=NC(=C2C(=N1)N(N=C2)C)NCCC(F)(F)F)C2=CC=CC=C2 N6-[(2R)-2-amino-2-phenyl-ethyl]-1-methyl-N4-(3,3,3-trifluoropropyl)pyrazolo[3,4-d]pyrimidine-4,6-diamine